(4-methoxy-phenyl)-1-methyl-9H-pyrido[3,4-b]indole-6-carboxylic acid COC1=CC=C(C=C1)C1=CC2=C(NC3=CC=C(C=C23)C(=O)O)C(=N1)C